tert-butyl N-[(2S)-2-[2,5-dimethyl-4-(7-methyl-1-tetrahydropyran-2-yl-3-vinyl-pyrazolo[3,4-c]pyridin-5-yl)pyrazol-3-yl]oxypropyl]carbamate CN1N=C(C(=C1O[C@H](CNC(OC(C)(C)C)=O)C)C=1C=C2C(=C(N1)C)N(N=C2C=C)C2OCCCC2)C